ICC(=O)OCCC 3-propyl iodoacetate